[Rb].[Ba].[Se].B(I)(I)I boron iodide selenium barium rubidium